tert-butyl (R)-4-(4-(4-(4-(1-(5-(tert-butyl)-1,2,4-oxadiazole-3-carboxamido)ethyl)-3-methylphenyl)-7H-pyrrolo[2,3-d]pyrimidin-6-yl)phenyl)piperazine-1-carboxylate C(C)(C)(C)C1=NC(=NO1)C(=O)N[C@H](C)C1=C(C=C(C=C1)C=1C2=C(N=CN1)NC(=C2)C2=CC=C(C=C2)N2CCN(CC2)C(=O)OC(C)(C)C)C